BrC=1C=C(C(=O)NC(C)C2=NC=CN=C2C2=NC=CN=C2)C=C(C1)C(F)(F)F 3-bromo-N-[1-(3-pyrazin-2-ylpyrazin-2-yl)ethyl]-5-(trifluoromethyl)benzamide